2-(3-bromo-4-chlorophenoxy)acetyl chloride BrC=1C=C(OCC(=O)Cl)C=CC1Cl